C(C)(C)(C)OC(=O)N1[C@H]2CC(C[C@@H]1CC2)(C2=C(C=NC=C2)OC)O (1R,3r,5S)-3-hydroxy-3-(3-methoxypyridin-4-yl)-8-azabicyclo[3.2.1]octane-8-carboxylic acid tert-butyl ester